C1C(C(=O)N(C1=O)OC(=O)C2=CC=C(C=C2)N=[N+]=[N-])S(=O)(=O)O N-hydroxysulfosuccinimidyl-4-azidobenzoate